6-chloro-3-[hydroxy-(3-methoxyisoxazol-5-yl)methylene]-5-(4-tetrahydropyran-4-yloxyphenyl)indolin-2-one ClC1=C(C=C2C(C(NC2=C1)=O)=C(C1=CC(=NO1)OC)O)C1=CC=C(C=C1)OC1CCOCC1